2-(2,5-dimethyl-1H-pyrrol-1-yl)-7-(3-fluoro-6-(1-(1-(4-fluorophenyl)-2-methylpropyl)-1H-pyrazol-4-yl)pyridin-2-yl)-[1,2,4]triazolo[1,5-a]pyridine CC=1N(C(=CC1)C)C1=NN2C(C=C(C=C2)C2=NC(=CC=C2F)C=2C=NN(C2)C(C(C)C)C2=CC=C(C=C2)F)=N1